C(C)(C)(C)OC(=O)N(C1=CC=C(S1)C(=O)O)CC#CC=1N(C2=CC=CC(=C2C1)NC1CCN(CC1)C)CC(F)(F)F 5-((tert-butoxycarbonyl)(3-(4-((1-methylpiperidin-4-yl)amino)-1-(2,2,2-trifluoroethyl)-1H-indol-2-yl)prop-2-yn-1-yl)amino)thiophene-2-carboxylic acid